C1(=CC=CC=C1)[SiH2]C1=CC=CC=C1 diphenylsilan